OC1(CCC(CC1)N1CCC2N(CCC21)C(CNC(C2=CC(=CC=C2)C(F)(F)F)=O)=O)C2=CC=CC=C2 N-(2-(4-((1s,4s)-4-hydroxy-4-phenylcyclohexyl)hexahydropyrrolo[3,2-b]pyrrol-1(2H)-yl)-2-oxoethyl)-3-(trifluoromethyl)benzamide